N-(4-((3R,4R)-4-amino-3-methylpiperidin-1-yl)-5-(1-(difluoromethyl)-1H-pyrazol-4-yl)pyridin-2-yl)-2-(2-fluoro-6-methoxyphenyl)pyrimidin-4-amine N[C@H]1[C@@H](CN(CC1)C1=CC(=NC=C1C=1C=NN(C1)C(F)F)NC1=NC(=NC=C1)C1=C(C=CC=C1OC)F)C